6-chloro-N-(2-fluoro-4-(4,4,5,5-tetramethyl-1,3,2-dioxaborolan-2-yl)benzyl)-[1,2,4]triazolo[4,3-a]pyridin-3-amine ClC=1C=CC=2N(C1)C(=NN2)NCC2=C(C=C(C=C2)B2OC(C(O2)(C)C)(C)C)F